8-acetyl-3-(2-(4-(p-tolyl)piperazin-1-yl)ethyl)-2-oxa-8-azaspiro[4.5]decan-1-one C(C)(=O)N1CCC2(CC(OC2=O)CCN2CCN(CC2)C2=CC=C(C=C2)C)CC1